Cl.C1(CC1)CN1CC2=CC(=CC=C2CC1)N(C1=CC=NC=C1)C 2-(cyclopropylmethyl)-N-methyl-N-(pyridin-4-yl)-1,2,3,4-tetrahydroisoquinolin-7-amine hydrochloride